triethyl-propyl-silicon C(C)[Si](CCC)(CC)CC